8,8-difluoro-2-(methylthio)-5,6,7,8-tetrahydroquinazolin-4-ol FC1(CCCC=2C(=NC(=NC12)SC)O)F